NC=1C(=NC(=NC1C(NC1=CC=CC2=CC=CC(=C12)Cl)=O)OC[C@H]1N(CCC1)C)N1[C@H](CN(CC1)C(=O)OC(C)(C)C)C tert-butyl (S)-4-(5-amino-6-((8-chloronaphthalen-1-yl) carbamoyl)-2-(((S)-1-methylpyrrolidin-2-yl) methoxy) pyrimidin-4-yl)-3-methylpiperazine-1-carboxylate